C(C)OC=1C=CC(=NC1)NC1=NC(=NN2C1=C(C(=C2)C2=NN(C=C2)C)C)C=2N(C=CN2)C N-(5-Ethoxypyridin-2-yl)-5-methyl-2-(1-methyl-1H-imidazol-2-yl)-6-(1-methyl-1H-pyrazol-3-yl)pyrrolo[2,1-f][1,2,4]triazin-4-amine